NC1=C(C(=O)[O-])C=CC=C1.C(C1=CC=CC=C1)(=O)O.[Na+] sodium benzoate o-aminobenzoate